3-(trans-2-(difluoromethyl)cyclobutyl)aniline FC([C@H]1[C@@H](CC1)C=1C=C(N)C=CC1)F